ClC=1C=C(C=C(C1)F)COC=1C(=NC=C(C1)F)C1=CC(=CN1C)C(=O)OC methyl 5-{3-[(3-chloro-5-fluorophenyl)methoxy]-5-fluoropyridin-2-yl}-1-methyl-1H-pyrrole-3-carboxylate